5-(1-(2-cyclohexylethyl)piperidin-3-yl)-2-(4-methylisoquinolin-5-yl)-2,4-dihydro-3H-1,2,4-triazol-3-one C1(CCCCC1)CCN1CC(CCC1)C=1NC(N(N1)C1=C2C(=CN=CC2=CC=C1)C)=O